N1(CCOCC1)C(=O)[C@@H]1CC12CCN(CC2)C(=O)OC(C(F)(F)F)C(F)(F)F |r| 1,1,1,3,3,3-hexafluoropropan-2-yl (±)-1-(morpholine-4-carbonyl)-6-azaspiro[2.5]octane-6-carboxylate